(R)-6-(cyclopropanecarboxamido)-N-(methyl-d3)-4-((1-methyl-4-oxo-5-(tetrahydrofuran-3-yl)-4,5-dihydro-1H-pyrrolo[3,2-c]pyridin-3-yl)amino)nicotinamide C1(CC1)C(=O)NC1=NC=C(C(=O)NC([2H])([2H])[2H])C(=C1)NC1=CN(C2=C1C(N(C=C2)[C@H]2COCC2)=O)C